6-ethoxy-4-(6-(1-(benzenesulfonyl)-1,6-diazaspiro[2.5]oct-6-yl)pyridin-3-yl)pyrazolo[1,5-a]pyridine-3-carbonitrile C(C)OC=1C=C(C=2N(C1)N=CC2C#N)C=2C=NC(=CC2)N2CCC1(CN1S(=O)(=O)C1=CC=CC=C1)CC2